C=1(C(=CC(=CC1)C=O)C=O)C=O 1,2,4-benzenetrioaldehyde